3a-(2,2-difluoroethyl)-5-(6-(3,4-difluorophenyl)-4-(hydroxymethyl)pyridin-3-yl)hexahydrooxazolo[4,5-c]pyridin-2(3H)-one FC(CC12CN(CCC1OC(N2)=O)C=2C=NC(=CC2CO)C2=CC(=C(C=C2)F)F)F